propyl ethanethioate C(C)(OCCC)=S